N-benzyl-N-(2-bromophenyl)methacrylamide C(C1=CC=CC=C1)N(C(C(=C)C)=O)C1=C(C=CC=C1)Br